2-chloro-7-ethyl-7-methyl-5,7-dihydrofuro[3,4-d]pyrimidine ClC=1N=CC2=C(N1)C(OC2)(C)CC